1-cyanopyrimidin C(#N)N1CN=CC=C1